OCC1(CC[C@H](CO1)NC1=C2C(=NC=C1OC)NC=C2C(=O)C2=C(C=C(C=C2)OC2=C(C=CC=C2)F)F)CO (R)-(4-((6,6-bis(hydroxymethyl)tetrahydro-2H-pyran-3-yl)amino)-5-methoxy-1H-pyrrolo[2,3-b]pyridin-3-yl)(2-fluoro-4-(2-fluorophenoxy)phenyl)methanone